BrC1(C=CC=2C=CC=NC2C1=O)Br 7,7-dibromoquinolin-8(7H)-one